NC1=CC=CC2=C1C(N(N=N2)C2C(NC(CC2)=O)=O)=O 3-(5-amino-4-oxo-1,2,3-benzotriazin-3-yl)piperidine-2,6-dione